1,1-bis(methoxymethyl)-4,7-dimethylindene COCC1(C=CC2=C(C=CC(=C12)C)C)COC